N-{[5-chloro-6-(5-methoxy-2-pyrazinyl)-2-indolyl]methyl}(S)-3-fluorolactamide ClC=1C=C2C=C(NC2=CC1C1=NC=C(N=C1)OC)CNC([C@H](O)CF)=O